[Si](C)(C)(C(C)(C)C)OCC1=CC=C(C(=C1C(=O)OC(C)(C)C)OCOC)C=C tert-butyl 6-(((tert-butyldimethylsilyl)oxy)methyl)-2-(methoxymethoxy)-3-vinylbenzoate